CC1CCC(C(C1)OCCO)C(C)C 2-{[5-methyl-2-(prop-2-yl)cyclohexyl]oxy}ethanol